CC1=C(C(=O)NC2=CC=C(C3=CC=CC=C23)S(=O)(=O)NC(C)C2CCN(CC2)C(=O)OC(C)(C)C)C=CC=C1 tert-butyl 4-(1-(4-(2-methylbenzamido)naphthalene-1-sulfonamido)ethyl)piperidine-1-carboxylate